6,7-dimethoxy-4-(4,4,5,5-tetramethyl-1,3,2-dioxaborolan-2-yl)quinoline COC=1C=C2C(=CC=NC2=CC1OC)B1OC(C(O1)(C)C)(C)C